3-chloro-1-{3-(dimethylamino)-2,4-dihydrophenyl}propan-1-one ClCCC(=O)C1CC(CC=C1)N(C)C